(3,5-dimethyl-4-((2'-oxospiro[cyclobutane-1,3'-indolin]-5'-yl)oxy)phenyl)-5-oxo-4,5-dihydro-1,2,4-oxadiazole-3-carboxamide CC=1C=C(C=C(C1OC=1C=C2C3(C(NC2=CC1)=O)CCC3)C)N3C(=NOC3=O)C(=O)N